Cl[SiH]1C[SiH](CCC1)CCC 1-chloro-3-propyl-1,3-disilacyclohexane